C(C1=CC=CC=C1)N1N=CC(=C1)C1=CC2=C(N=C(S2)NC(=O)[C@H]2CN(CC2)C#N)C=C1 (R)-N-(6-(1-benzyl-1H-pyrazol-4-yl)benzo[d]thiazol-2-yl)-1-cyanopyrrolidine-3-carboxamide